CC1(NC(CC(C1)C1=NC=2N(C=C1)C=C(N2)C2=C(C=C(C=C2)N2N=CC=N2)O)(C)C)C 2-(7-(2,2,6,6-tetramethylpiperidin-4-yl)imidazo[1,2-a]pyrimidin-2-yl)-5-(2H-1,2,3-triazol-2-yl)phenol